tetradecyl β-D-glucopyranoside O([C@H]1[C@H](O)[C@@H](O)[C@H](O)[C@H](O1)CO)CCCCCCCCCCCCCC